N-((1s,4s)-4-((5-(imidazo[1,2-b]pyridazin-6-yl)-4-(methylamino)-7H-pyrrolo[2,3-d]pyrimidin-2-yl)amino)-1-methylcyclohexyl)acetamide N=1C=CN2N=C(C=CC21)C2=CNC=1N=C(N=C(C12)NC)NC1CCC(CC1)(C)NC(C)=O